C(C)(CC)N1C=2C3=C(NN=C3CCC1=O)C=CN2 6-(sec-butyl)-2,6,8,9-tetrahydro-7H-1,2,5,6-tetraazabenzo[cd]azulen-7-one